2-iodophenylthiocyanate IC1=C(C=CC=C1)SC#N